CC1=CC=CC2=CC=CC(=C12)C 1,8-dimethylnaphthalene